C1(COCOC1)C(=O)OCC Ethyl 3,5-dioxanate